ClC1=CN=C2C(=N1)N(N=C2)CC2CCOCC2 6-chloro-1-((tetrahydro-2H-pyran-4-yl)methyl)-1H-pyrazolo[3,4-b]pyrazine